pyrazolocyclododecen N1N=CC2=C1C=CC=CC=CC=CC=C2